tert-Butyl 2-(3-acetyl-5-(2,3-dihydro-1H-inden-5-yl)-1H-indazol-1-yl)acetate C(C)(=O)C1=NN(C2=CC=C(C=C12)C=1C=C2CCCC2=CC1)CC(=O)OC(C)(C)C